ClC=1C(=NN2C1CC[C@@H]([C@@H]2COC2CCN(CC2)C2=NC=CC=N2)NS(=O)(=O)C)C(C)O |r| N-[(6SR,7RS)-3-chloro-2-(1-hydroxyethyl)-7-({[1-(pyrimidin-2-yl)piperidin-4-yl]oxy}methyl)-4,5,6,7-tetrahydropyrazolo[1,5-a]pyridin-6-yl]methanesulfonamide